6-(2,8-dimethylimidazo[1,2-b]pyridazin-6-yl)-2-(piperidin-4-yl)[1,3]thiazolo[4,5-b]pyridine CC=1N=C2N(N=C(C=C2C)C=2C=C3C(=NC2)N=C(S3)C3CCNCC3)C1